C(=C)C=1N=C(NC1)S(=O)(=O)[O-] vinylimidazolesulfonate